N1=C2N(C=C1C=1C=C(C=CC1OC1CCC(CC1)C(F)(F)F)S(=O)(=O)NC)CCC2 3-(6,7-dihydro-5H-pyrrolo[1,2-a]imidazol-2-yl)-N-methyl-4-(((1R,4R)-4-(trifluoromethyl)cyclohexyl)oxy)benzenesulfonamide